6-(5-(Difluoromethyl)pyridin-2-yl)-8-methoxy-N-((6-methylpyridazin-3-yl)methyl)quinazolin-4-amine FC(C=1C=CC(=NC1)C=1C=C2C(=NC=NC2=C(C1)OC)NCC=1N=NC(=CC1)C)F